[3H][3H] ditritium